Cl.OC=1C=CC(=C2C=CC(NC12)=O)C(CO)NCCC1=C(C=CC=C1)O 8-hydroxy-5-{2-hydroxy-1-[2-(2-hydroxyphenyl)-ethylamino]ethyl}-(1H)-quinolin-2-one hydrochloride